ClC1=CC=C2C(=NC=3N(C2=C1)C=NN3)N(C=3C=C(C=CC3)C=3CCN(CC3)C(C)=O)C 1-(4-(3-((8-chloro-[1,2,4]triazolo[4,3-a]quinazolin-5-yl)(methyl)amino)phenyl)-3,6-dihydropyridin-1(2H)-yl)ethan-1-one